C(C)(C)(C)C1=C(C=CC(C1)(C)C(C)(C)C)O 2,4-di-T-butyl-p-methylphenol